rel-2-(tert-butyl) 5-(4-chlorobenzyl) (1R,6R)-2,5-diazabicyclo[4.2.0]octane-2,5-dicarboxylate [C@@H]12N(CCN([C@@H]2CC1)C(=O)OCC1=CC=C(C=C1)Cl)C(=O)OC(C)(C)C |o1:0,5|